1H-1,3-benzodiazole-2,6-diamine N1C(=NC2=C1C=C(C=C2)N)N